FC(F)(F)N1N=CC2=CC=C(C=C12)B(O)O (trifluoromethyl)-1H-indazole-6-boronic acid